N1C=C(C2=CC=CC=C12)CN.[In] indium Indol-3-methylamine